FC1=C(C=C(C=C1)F)C1=NN(C(S1)(C1=CC=CC=C1)CCCNC(OC(C)(C)C)=O)C(N(CCOCCOCCC=O)C)=O tert-butyl N-[3-[5-(2,5-difluorophenyl)-3-[methyl-[2-[2-(3-oxopropoxy)ethoxy]ethyl]carbamoyl]-2-phenyl-1,3,4-thiadiazol-2-yl]propyl]carbamate